CN1N=C(C=C1)NC(C(=O)N1[C@@H]([C@@H]2[C@H](C1)CCC2)C(=O)N[C@@H](C[C@H]2C(NCC2)=O)C(COC(F)(F)F)=O)=O (1S,3aR,6aS)-2-(2-((1-methyl-1H-pyrazol-3-yl)amino)-2-oxoacetyl)-N-((S)-3-oxo-1-((S)-2-oxopyrrolidin-3-yl)-4-(trifluoromethoxy)butan-2-yl)octahydrocyclopenta[c]pyrrole-1-carboxamide